(5-(2-fluorophenyl)-6-methylpyrazin-2-yl)-4-methylpiperidin-4-amine FC1=C(C=CC=C1)C=1N=CC(=NC1C)N1CCC(CC1)(N)C